CN1C(C=CC2=CC=CC=C12)=O 1-methyl-2-oxo-1,2-dihydroquinolin